(S)-N-(2-(2-(2-((3,4-dimethoxybenzyl)amino)-2-oxoacetyl)-4,4-difluoropyrrolidin-1-yl)-2-oxoethyl)-8-(3-(2-(dimethylamino)ethoxy)propanamido)quinoline-4-carboxamide COC=1C=C(CNC(C(=O)[C@H]2N(CC(C2)(F)F)C(CNC(=O)C2=CC=NC3=C(C=CC=C23)NC(CCOCCN(C)C)=O)=O)=O)C=CC1OC